tert-butyl-((3,5-dimethoxyphenyl)ethynyl)dimethylsilane C(C)(C)(C)[Si](C)(C)C#CC1=CC(=CC(=C1)OC)OC